tert-butyl N-{2-[2-(2-{[(1S)-1-{[(1S)-1-{[4-(hydroxymethyl)phenyl]carbamoyl}ethyl]carbamoyl}-2-methylpropyl]carbamoyl}ethoxy)ethoxy]ethyl}carbamate OCC1=CC=C(C=C1)NC(=O)[C@H](C)NC(=O)[C@H](C(C)C)NC(=O)CCOCCOCCNC(OC(C)(C)C)=O